C[C@H]1CN(C[C@H](N1CCCOS(=O)(=O)C)C)C(=O)OCC1=CC=CC=C1 Benzyl (3S,5R)-3,5-dimethyl-4-(3-((methylsulfonyl)oxy)propyl)piperazine-1-carboxylate